(S,6S)-6-(azetidin-1-yl)-N'-(((S)-2-fluoro-1,2,3,5,6,7-hexahydro-s-indacen-4-yl)carbamoyl)-6,7-dihydro-5H-pyrazolo[5,1-b][1,3]oxazine-3-sulfonimidamide N1(CCC1)[C@H]1CN2C(OC1)=C(C=N2)[S@](=O)(N)=NC(NC2=C1C[C@H](CC1=CC=1CCCC21)F)=O